ethyl 1-{[(benzyloxy)carbonyl]amino}-4-bromo-5-methylpyrrole-2-carboxylate C(C1=CC=CC=C1)OC(=O)NN1C(=CC(=C1C)Br)C(=O)OCC